N-(heptane-4-yl)benzo-[d][1,3]dioxole-5-carboxamide CCCC(CCC)NC(=O)C1=CC2=C(OCO2)C=C1